[2-(4,4-difluoropiperidinyl)-6-methylpyrimidin-4-yl](4-bromo-2-fluoro-6-nitrophenyl)carboxamide FC1(CCN(CC1)C1=NC(=CC(=N1)NC(=O)C1=C(C=C(C=C1[N+](=O)[O-])Br)F)C)F